ClCC=1OC(=NN1)\C=C\C1=CC(=CC=C1)Br 2-(chloromethyl)-5-[(1E)-2-(3-bromophenyl)vinyl]-1,3,4-oxadiazole